N2,N7-bis(cyclopentylmethyl)-9-oxo-9H-fluorene-2,7-disulfonamide C1(CCCC1)CNS(=O)(=O)C1=CC=2C(C3=CC(=CC=C3C2C=C1)S(=O)(=O)NCC1CCCC1)=O